FC1=C(C=CC(=C1)OC(F)(F)F)[C@H](C)N (S)-1-(2-fluoro-4-(trifluoromethoxy)phenyl)ethylamine